rac-(1S*,2S*)-N-(6-chloropyrimidin-4-yl)-2,2-difluoro-3-(4-methylpyrimidin-2-yl)cyclopropane-1-carboxamide ClC1=CC(=NC=N1)NC(=O)[C@H]1C(C1C1=NC=CC(=N1)C)(F)F |r|